N-(4-isopropylphenyl)dibenzo[B,d]thiophene-4-amine C(C)(C)C1=CC=C(C=C1)NC1=CC=CC2=C1SC1=C2C=CC=C1